FC(C)(C)C1=CC=C(C(=N1)C)S(=O)(=O)N1CC2(C1)CNC2 2-((6-(2-fluoropropan-2-yl)-2-methylpyridin-3-yl)sulfonyl)-2,6-diazaspiro[3.3]heptane